1-[2,5-dichloro-4-(1,1,2-trifluoroethoxy)phenyl]-3-[(1S)-1-(2-pyrimidin-2-yl-1,2,4-triazol-3-yl)ethyl]urea ClC1=C(C=C(C(=C1)OC(CF)(F)F)Cl)NC(=O)N[C@@H](C)C=1N(N=CN1)C1=NC=CC=N1